NC1=NC(=NC(=C1)C#N)N1CCC2(CC1)[C@@H](C1=C(C=NC=C1)C2)N[S@](=O)C(C)(C)C (R)-N-((S)-1'-(4-amino-6-cyanopyrimidin-2-yl)-5,7-dihydrospiro[cyclopenta[c]pyridine-6,4'-piperidin]-5-yl)-2-methylpropane-2-sulfinamide